tert-butyl (2R)-4-(2-(hydroxymethyl)-4-methyl-5-oxo-4,5-dihydropyrazolo[1,5-a]pyrimidin-7-yl)-2-methylpiperidine-1-carboxylate OCC1=NN2C(N(C(C=C2C2C[C@H](N(CC2)C(=O)OC(C)(C)C)C)=O)C)=C1